4-[(7-{2-[(tert-butyldimethylsilyl)oxy]ethoxy}-6-methoxyquinolin-4-yl)oxy]-3,5-difluoroaniline [Si](C)(C)(C(C)(C)C)OCCOC1=C(C=C2C(=CC=NC2=C1)OC1=C(C=C(N)C=C1F)F)OC